[C@@H]1([C@@H](CCCC1)CN)CN trans-1,2-cyclohexanedimethylamine